C(CCCCCC(C)C)OC(=O)C1CCC(CC1)C(=O)OCCCCCCC(C)C cyclohexane-1,4-dicarboxylic acid di(isononyl) ester